5-chloro-N2-[4-(5-chloro-1-methyl-1,2,3,6-tetrahydro-pyridin-4-yl)-2-cyclopropoxy-5-methyl-phenyl]-N4-[1-methyl-3-(isopropylsulfonyl)-1H-pyrazol-4-yl]-pyrimidin-2,4-diamine ClC=1C(=NC(=NC1)NC1=C(C=C(C(=C1)C)C=1CCN(CC1Cl)C)OC1CC1)NC=1C(=NN(C1)C)S(=O)(=O)C(C)C